benzyl (S)-5-bromo-6-(1-methoxyethyl)-3',6'-dihydro-[3,4'-bipyridine]-1'(2'H)-carboxylate BrC=1C=C(C=NC1[C@H](C)OC)C=1CCN(CC1)C(=O)OCC1=CC=CC=C1